C(C(C)C)OC(=O)C=1NC2=CC=C(C=C2C1C=1N=NN(C1)CC1CCN(CC1)CC1=CC(=C(C=C1)C1=C2C=CNC2=CC=C1)C(C)C)F 3-(1-((1-(4-(1H-indol-4-yl)-3-isopropylbenzyl)piperidin-4-yl)methyl)-1H-1,2,3-triazol-4-yl)-5-fluoro-1H-indole-2-carboxylic acid isobutyl ester